5-(4-nitrophenyl)-1-(3-nitrophenyl)-1,2,3-triazole-4-carbonitrile [N+](=O)([O-])C1=CC=C(C=C1)C1=C(N=NN1C1=CC(=CC=C1)[N+](=O)[O-])C#N